C1C[C@H]2C[C@@H]1[C@H]3[C@@H]2C(=O)N(C3=O)CCCCN4CCN(CC4)C5=NC=CC=N5.C(C(=O)O)C(CC(=O)O)(C(=O)O)O The molecule is a citrate salt of tandospirone , comprising equimolar amounts of citric acid and tandospirone. It is an anxiolytic drug used in the treatment of anxiety disorders. It has a role as an anxiolytic drug and an antidepressant. It contains a tandospirone(1+).